C1(=CCCCC1)C=1C=CC=C2C=NC(=NC12)NC1=CC=C(C=C1)S(=O)(=O)C 8-(cyclohex-1-en-1-yl)-N-(4-(methylsulfonyl)phenyl)quinazolin-2-amine